4-methyl-3,4-dihydro-2H-benzo[1,4]oxazine-6-carboxylic acid (2-piperidin-1-yl-benzooxazol-5-yl)-amide N1(CCCCC1)C=1OC2=C(N1)C=C(C=C2)NC(=O)C=2C=CC1=C(N(CCO1)C)C2